(2R,3R,4S,5R)-2-(4-aminothieno[3,2-d]pyrimidin-7-yl)-3,4-dihydroxy-5-(hydroxymethyl)tetrahydrofuran-2-carbonitrile NC=1C2=C(N=CN1)C(=CS2)[C@@]2(O[C@@H]([C@H]([C@H]2O)O)CO)C#N